(R)-(2,3-epoxypropyl)-2-methyl-5-nitroimidazole C([C@@H]1CO1)C=1N=C(NC1[N+](=O)[O-])C